9-(3-fluoro-5-((1-(3-fluoropropyl)azetidin-3-ylidene)methyl)pyridin-2-yl)-8-(4-methylcyclohexyl)-6,7-dihydro-5H-benzo[7]annulene-3-carboxylic acid FC=1C(=NC=C(C1)C=C1CN(C1)CCCF)C1=C(CCCC2=C1C=CC(=C2)C(=O)O)C2CCC(CC2)C